[Cl-].OC(C(=O)OC1[N+]2(CCC1)C1CCCC2CC1)(C1=CC=CC=C1)C1=CC=CC=C1 (2-hydroxy-2,2-diphenylacetoxy)spiro[bicyclo[3.2.1]octane-8,1'-pyrrolidin]-1'-ium chloride